C(OC(C)(C)CC)(=O)OOCC(CCCC)CC tert-amyl (2-ethylhexyl) monoperoxycarbonate